(R)-3-((4-((1R,6R)-7,7-difluoro-3-azabicyclo[4.1.0]heptan-6-yl)-2-methylphenyl)amino)piperidine-2,6-dione FC1([C@@]2(CCNC[C@H]12)C1=CC(=C(C=C1)N[C@H]1C(NC(CC1)=O)=O)C)F